FC1=C(C=CC(=C1)F)N1N=NC(=C1)C(=O)O 1-(2,4-difluoro-phenyl)-1H-[1,2,3]triazole-4-carboxylic acid